ClC1=CC=C2C(=CNC(C2=C1Cl)=O)S(=O)(=O)NC=1C(=NC(=C(C1)F)OCC(F)F)OC 7,8-dichloro-N-[6-(2,2-difluoroethoxy)-5-fluoro-2-methoxy-3-pyridyl]-1-keto-2H-isoquinoline-4-sulfonamide